potassium copper(III) [Cu+3].[K+]